tert-butyl [2-(3-methyl-1,2-thiazol-4-yl)-2-oxoethyl]carbamate CC1=NSC=C1C(CNC(OC(C)(C)C)=O)=O